Tert-butyl [(3R,6S)-6-carbamoyltetrahydro-2H-pyran-3-yl]carbamate C(N)(=O)[C@@H]1CC[C@H](CO1)NC(OC(C)(C)C)=O